ClC=1C(=NC(=NC1)NC=1C=NN(C1)CCO)N1C=C(C2=CC(=CC=C12)NC(C=C)=O)C N-[1-[5-chloro-2-[[1-(2-hydroxyethyl)pyrazol-4-yl]amino]pyrimidin-4-yl]-3-methyl-indol-5-yl]prop-2-enamide